C(C)C1(COC1)COCCOCCOCC1(COC1)CC diethylene glycol bis(3-ethyl-3-oxetanylmethyl) ether